3-hydroxy-2-methoxy-5-(3,5,7-trihydroxy-4-oxo-4H-chromen-2-yl)phenolate OC=1C(=C(C=C(C1)C=1OC2=CC(=CC(=C2C(C1O)=O)O)O)[O-])OC